4-cyano-2-fluorobenzyl mercaptan C(#N)C1=CC(=C(CS)C=C1)F